CC1=CC(=C(C2=CC(=C(C=C2)N)S(=O)(=O)[O-])C3=CC(=C(C=C3)N)S(=O)(=O)[O-])C=C(C1=[NH2+])S(=O)(=O)[O-].[Na+].[Na+] The molecule is an organic sodium salt that is the disodium salt of 2-amino-5-[(4-amino-3-sulfophenyl)(4-imino-3-sulfocyclohexa-2,5-dien-1-ylidene)methyl]-3-methylbenzene-1-sulfonic acid. It is used in the Van Gieson method in conjunction with picric acid to demonstrate collagen fibres red, and in Masson's trichrome to colour smooth muscle in contrast to collagen. It has a role as a histological dye. It contains an acid fuchsin(2-).